3-(2-((1-(4-aminobenzyl)-1H-pyrazol-4-yl)amino)-5-chloropyrimidin-4-yl)-4-chloro-1H-pyrazole-1-carboxylic acid tert-butyl ester C(C)(C)(C)OC(=O)N1N=C(C(=C1)Cl)C1=NC(=NC=C1Cl)NC=1C=NN(C1)CC1=CC=C(C=C1)N